BrC=1C(=CC2=C(N(CC(CS2(=O)=O)(CC)CCCC)C2=CC=CC=C2)C1)O/C=C/C(=O)O (E)-3-((7-bromo-3-butyl-3-ethyl-1,1-dioxido-5-phenyl-2,3,4,5-tetrahydro-1,5-benzothiazepin-8-yl)oxy)acrylic acid